methyl 4-(4-(tert-butyl)phenyl)isoquinoline-7-carboxylate C(C)(C)(C)C1=CC=C(C=C1)C1=CN=CC2=CC(=CC=C12)C(=O)OC